CC(C)(OC(NCCOCCOCCNC(=O)C=1C=CC(=NC1)C1CCC(CC1)C(=O)OCC)=O)C Ethyl (1r,4r)-4-(5-((2,2-dimethyl-4-oxo-3,8,11-trioxa-5-azatridecan-13-yl)carbamoyl) pyridin-2-yl)cyclohexane-1-carboxylate